FC1=CC(=C(C=C1C(NC1=NN(C=C1)C)=O)C=1C=NC(=C(C(=O)N(C)C)C1)NC(CO)C)C 5-(4-fluoro-2-methyl-5-((1-methyl-1H-pyrazol-3-yl)carbamoyl)phenyl)-2-((1-hydroxypropan-2-yl)amino)-N,N-dimethylnicotinamide